CC(CC(C)(C)C)(C)C1=CC=C(C=C1)OC(C(C(=O)OC1=CC=C(C=C1)C(CC(C)(C)C)(C)C)(CC1=CC(=C(C(=C1)C(C)(C)C)O)C(C)(C)C)CC1=CC(=C(C(=C1)C(C)(C)C)O)C(C)(C)C)=O di-[4-(1,1,3,3-tetramethylbutyl)phenyl]-2,2-bis(3,5-di-tert-butyl-4-hydroxybenzyl)malonate